ClC=1C=CC(=C(C1)O)C=1N=NC(=C2C1C=NC=C2)N[C@H]2CN(CCC2)C 5-chloro-2-(1-{[(3R)-1-methylpiperidin-3-yl]amino}pyrido[3,4-d]pyridazin-4-yl)phenol